C1(CC1)N1CC2=NC(=CC=C2C1)C(C(=O)N)C (6-cyclopropyl-6,7-dihydro-5H-pyrrolo[3,4-b]pyridin-2-yl)propanamide